4,4-Difluoro-2-(4-fluorophenyl)-N-{4-[7-(pyridin-2-yl)-5H-pyrrolo[3,2-c]pyridazin-6-yl]pyridin-2-yl}butanamid FC(CC(C(=O)NC1=NC=CC(=C1)C1=C(C=2N=NC=CC2N1)C1=NC=CC=C1)C1=CC=C(C=C1)F)F